1-ethyl-3-(4-methylphenyl)-2,4-dioxo-1,2,3,4-tetrahydropyrimidine-5-carboxylic acid C(C)N1C(N(C(C(=C1)C(=O)O)=O)C1=CC=C(C=C1)C)=O